N-(benzenesulfonyl)-2,6-dichloro-pyridine-3-carboxamide C1(=CC=CC=C1)S(=O)(=O)NC(=O)C=1C(=NC(=CC1)Cl)Cl